7-methyl-5-(methylthio)-1-tosyl-1H-indole CC=1C=C(C=C2C=CN(C12)S(=O)(=O)C1=CC=C(C)C=C1)SC